(R)-7-((6-(1-(dimethylamino)ethyl)-5-(tetrahydro-2H-pyran-4-yl)pyridin-2-yl)amino)-4-(7-fluoroimidazo[1,2-a]pyridin-3-yl)-1-oxoisoindoline-2-carboxylic acid tert-butyl ester C(C)(C)(C)OC(=O)N1C(C2=C(C=CC(=C2C1)C1=CN=C2N1C=CC(=C2)F)NC2=NC(=C(C=C2)C2CCOCC2)[C@@H](C)N(C)C)=O